C(C)N1C(NC2=C(C(=CC=3C2=C1N=C(N3)C)CN3CCN(CC3)C=3C=CC(=NC3C)C(=O)NC)F)=O 5-(4-((3-ethyl-9-fluoro-5-methyl-2-oxo-2,3-dihydro-1H-pyrimido[4,5,6-de]quinazolin-8-yl)methyl)piperazin-1-yl)-N,6-dimethylpyridineamide